Methyl (S)-5-(4-(3,3-dicyclopropyl-2-(1-isopropyl-1H-pyrazole-5-carboxamido)propanamido)phenyl)-1-methyl-1H-imidazole-4-carboxylate C1(CC1)C([C@@H](C(=O)NC1=CC=C(C=C1)C1=C(N=CN1C)C(=O)OC)NC(=O)C1=CC=NN1C(C)C)C1CC1